C(C=CCC)C1CCCC(O1)=O 6-pent-2-enyloxan-2-one